COCC1(CCCCC1)CN1N=CC=C1C 1-((1-(methoxymethyl)cyclohexyl)methyl)-5-methyl-1H-pyrazole